trichlorocarbonylbis(triphenylphosphine) rhenium [Re].ClC1=C(C(=C(C=C1)P(C(=O)P(C1=CC=CC=C1)(C1=CC=CC=C1)C1=CC=CC=C1)(C1=CC=CC=C1)C1=CC=CC=C1)Cl)Cl